CC(C)(C1=CC=CC=C1)NC(=O)C=1C=2C[C@@H]3[C@H](C2N(N1)CCN1CCOCC1)C3 (1aR,5aR)-2-(2-Morpholin-4-yl-ethyl)-1a,2,5,5a-tetrahydro-1H-2,3-diaza-cyclopropa[a]pentalene-4-carboxylic acid (1-methyl-1-phenyl-ethyl)-amide